tert-Butyl [2-(1-methyl-1H-pyrazol-5-yl)[1,2,4]triazolo[1,5-a]pyridin-6-yl]carbamate CN1N=CC=C1C1=NN2C(C=CC(=C2)NC(OC(C)(C)C)=O)=N1